4-(5-(3-((2-(4-(tert-butoxy)-4-oxobutanoyl)-4-fluoro-6-methoxyisoindolin-5-yl)oxy)propoxy)-4-fluoro-6-methoxyisoindolin-2-yl)-4-oxobutanoic acid C(C)(C)(C)OC(CCC(=O)N1CC2=CC(=C(C(=C2C1)F)OCCCOC=1C(=C2CN(CC2=CC1OC)C(CCC(=O)O)=O)F)OC)=O